9,9-bis(4-(3-hydroxy-2,2-dimethylpropoxy)phenyl)fluorene OCC(COC1=CC=C(C=C1)C1(C2=CC=CC=C2C=2C=CC=CC12)C1=CC=C(C=C1)OCC(CO)(C)C)(C)C